F[C@@H]1CN(CC[C@@H]1NC1=NN2C(C(=N1)OC)=C(C=C2)C=2C=CC1=C(N(N=N1)CCF)C2)C(C)=O 1-((3R,4S)-3-fluoro-4-((5-(1-(2-fluoroethyl)-1H-benzo[d][1,2,3]triazol-6-yl)-4-methoxypyrrolo[2,1-f][1,2,4]triazin-2-yl)amino)piperidin-1-yl)ethan-1-one